5-(1-ethoxypropyloxycarbonyl-methyl-oxycarbonyl)-7-oxo-bicyclo[2.2.1]Hept-2-ene C(C)OC(CC)OC(=O)COC(=O)C1C2C=CC(C1)C2=O